OC(CNC(CC1=CC=C(C=C1)O)C)C=1C=C(C=C(C1)O)O 5-[1-Hydroxy-2-[[2-(4-hydroxyphenyl)-1-methylethyl]amino]ethyl]-1,3-benzenediol